p-lactoyl-phenetole C(C(O)C)(=O)C1=CC=C(C=C1)OCC